9-bromo-7-methyl-4-oxo-2-(piperidin-1-yl)-4H-pyrido[1,2-a]pyrimidine-3-carbaldehyde BrC1=CC(=CN2C1=NC(=C(C2=O)C=O)N2CCCCC2)C